(4S)-5-(tert-butoxy)-4-[(tert-butoxycarbonyl)amino]-2-methylidene-5-oxopentanoic acid C(C)(C)(C)OC([C@H](CC(C(=O)O)=C)NC(=O)OC(C)(C)C)=O